C(C)(C)C1=CN=C(O1)C1CC(CC1)C1=CC(=NN1)N 5-(3-(5-isopropyloxazol-2-yl)cyclopentyl)-1H-pyrazol-3-amine